FC1=C(C(=O)N2C(CNCC2)C)C=CC=C1 4-(2-fluorobenzoyl)-3-methylpiperazine